N1=CC=C2N1C=C(C=N2)NC(O)=O.[Si](C)(C)(C(C)(C)C)OC=2C=C(C=CC2)Cl 3-(t-butyldimethylsilyloxy)chlorobenzene pyrazolo[1,5-a]pyrimidin-6-ylcarbamate